N[C@H](CCOC1=C(CN2C3=NC=NC(=C3N=C2)N)C(=CC(=C1)Cl)Br)COC (R)-9-(2-(3-amino-4-methoxybutoxy)-6-bromo-4-chlorobenzyl)-9H-purin-6-amine